8-phenyl-[1,2,4]triazolo[1,5-a]pyridine-2-carbonitrile C1(=CC=CC=C1)C=1C=2N(C=CC1)N=C(N2)C#N